pyridin-2-ylmethyl(5-(2-methoxypyrimidin-5-yl)pyridin-2-yl)(trans-4-((4-(oxetan-3-yloxy)-5-(trifluoromethyl)-pyrimidin-2-yl)amino)-cyclohexyl)carbamate N1=C(C=CC=C1)COC(N([C@@H]1CC[C@H](CC1)NC1=NC=C(C(=N1)OC1COC1)C(F)(F)F)C1=NC=C(C=C1)C=1C=NC(=NC1)OC)=O